(3S)-N-[5-(2-chloro-6-methyl-4-pyridyl)-4-(3-cyanophenyl)thiazol-2-yl]-3-methyl-piperazine-1-carboxamide ClC1=NC(=CC(=C1)C1=C(N=C(S1)NC(=O)N1C[C@@H](NCC1)C)C1=CC(=CC=C1)C#N)C